5-(4-fluorobenzyl)-1,3-thiazol-2-amine FC1=CC=C(CC2=CN=C(S2)N)C=C1